4-[1-(4-fluorophenyl)-3-methoxy-propyl]piperidine FC1=CC=C(C=C1)C(CCOC)C1CCNCC1